The molecule is a D-ribose 5-triphosphate in which the ribose is in the furanose form and has alpha-configuration at the anomeric centre. It is a conjugate acid of an alpha-D-ribose 5-triphosphate(4-). C([C@@H]1[C@H]([C@H]([C@H](O1)O)O)O)OP(=O)(O)OP(=O)(O)OP(=O)(O)O